COC1=NC2=C(C=CC=C2C=C1)N1N=C(NC1=O)C1CN(CCC1)CCC1=CC2=CC=CC=C2C=C1 2-(2-methoxyquinolin-8-yl)-5-(1-(2-(naphthalen-2-yl)ethyl)piperidin-3-yl)-2,4-dihydro-3H-1,2,4-triazol-3-one